C(CCCCCCCCCCCCCCCCCCCCC)OC1=CC(=C(C(=C1)F)S(=O)(=O)C=1C=NC2=CC=C(C=C2C1N1CCC(CC1)N1CCN(CC1)C1CCN(CC1)CC)OC(F)(F)F)F 3-((4-(docosyloxy)-2,6-difluorophenyl)sulfonyl)-4-(4-(4-(1-ethylpiperidin-4-yl)piperazin-1-yl)piperidin-1-yl)-6-(trifluoromethoxy)quinoline